C1(=CC=CC=C1)C1N(OCC1)C1=NC(=NC=C1C(F)(F)F)NC=1C=C2CCNCC2=CC1 N-(4-(3-phenylisoxazolidin-2-yl)-5-(trifluoromethyl)pyrimidin-2-yl)-1,2,3,4-tetrahydroisoquinolin-6-amine